FC1(CC(C1)N1C(=NC2=NC=C(C=C21)C=2C=CN1N=C(N=CC12)N[C@@H]1CC[C@H](CC1)N)C)F trans-N1-(5-(1-(3,3-difluorocyclobutyl)-2-methyl-1H-imidazo[4,5-b]pyridin-6-yl)pyrrolo[2,1-f][1,2,4]triazin-2-yl)cyclohexane-1,4-diamine